ClC1=C(NC2=CC=C(C=C2)Cl)C=C(C=C1)OC 2-chloro-N-(4-chlorophenyl)-5-methoxyaniline